OCCCCCC(=O)O ε-hydroxyhexanoic acid